C1(=CC=CC=C1)C(C(=O)C1=NC=C(C#N)C=C1)=C 6-(2-phenylacryloyl)nicotinonitrile